triisopropoxy(4-vinylphenyl)silane C(C)(C)O[Si](C1=CC=C(C=C1)C=C)(OC(C)C)OC(C)C